8,8-dimethyl-2-(trifluoromethyl)-7,8-dihydro-6H-cyclopenta[e]pyrazolo[1,5-a]pyrimidine CC1(CCC=2C=NC=3N(C21)N=C(C3)C(F)(F)F)C